2-(1-benzyl-3-(3-fluoro-4-methylphenyl)-5-methylpyrrolidin-3-yl)thiazole C(C1=CC=CC=C1)N1CC(CC1C)(C1=CC(=C(C=C1)C)F)C=1SC=CN1